tert-Butyl (R)-5-((R)-(5-fluoropyridin-3-yl)(hydroxy)methyl)-2,2-dimethylpyrrolidine-1-carboxylate FC=1C=C(C=NC1)[C@H]([C@H]1CCC(N1C(=O)OC(C)(C)C)(C)C)O